ClC1=NC(=NC(=N1)C=1C=CC=2C=CC3=CC=CC=C3C2C1)C1=CC=CC=C1 4-chloro-2-phenyl-6-(3-phenanthryl)-1,3,5-triazine